FC(C=1C(=C(C=CC1)[C@@H](C)NC=1C2=C(N=C(N1)C)N1C(C(=C2)C(=O)OCC)=NC=C1)F)F ethyl (R)-4-((1-(3-(difluoromethyl)-2-fluorophenyl)ethyl)amino)-2-methylimidazo[1',2':1,6]pyrido[2,3-d]pyrimidine-6-carboxylate